C1(CC1)C(N1C=C(C=2C1=NC=C(C2)C=2C(=NOC2C)C)C2=C(C=C(C(=O)O)C=C2)OC(F)(F)F)C2CC2 4-(1-(dicyclopropylmethyl)-5-(3,5-dimethylisoxazol-4-yl)-1H-pyrrolo[2,3-b]pyridin-3-yl)-3-(trifluoromethoxy)benzoic acid